2-chlorobenzene-1,4-diol ClC1=C(C=CC(=C1)O)O